BrC1=C2C(N(C(C2=CC=C1COC1=C(C(=CC=C1C=1N=C(SC1)N1CCOCC1)F)F)=O)C1C(NC(CC1)=O)=O)=O 4-Bromo-5-((2,3-difluoro-6-(2-morpholinothiazol-4-yl)phenoxy)methyl)-2-(2,6-dioxopiperidine-3-yl)isoindoline-1,3-dione